Di-Propylenglycol dibenzoat Triisooctyltrimellitat C(CCCCC(C)C)C=1C(=C(C(=C(C1C(=O)O)C(=O)O)CCCCCC(C)C)C(=O)O)CCCCCC(C)C.C(C1=CC=CC=C1)(=O)O.C(C1=CC=CC=C1)(=O)O.CC(COC(C)CO)O